FC1=CC(=CC=2N(C(=NC21)C)C(C)C)C2=CNC=1N=C(N=CC12)N[C@@H](C(F)(F)F)C (R)-5-(4-fluoro-1-isopropyl-2-methyl-1H-benzo[d]imidazol-6-yl)-N-(1,1,1-trifluoropropan-2-yl)-7H-pyrrolo[2,3-d]pyrimidin-2-amine